NCCC(CC(=O)O)C(CCC(=O)O)CN 3-(2-aminoethyl)-4-(aminomethyl)heptanedioic acid